C(C)(C)(C)C1=C(OC2=NC(=CC=C2NC(=O)NC2=CC=C(C=C2)N(C)C)SC)C=CC=C1 1-[2-(2-tert-butyl-phenoxy)-6-methylsulfanyl-pyridin-3-yl]-3-(4-dimethylaminophenyl)-urea